2-((6-isobutyl-4-(1H-pyrazol-1-yl)pyridin-2-yl)oxy)-9-(pyridin-2-yl)-9H-carbazole C(C(C)C)C1=CC(=CC(=N1)OC1=CC=2N(C3=CC=CC=C3C2C=C1)C1=NC=CC=C1)N1N=CC=C1